N1N=NC2=C1C=CC(=C2)CN2C(C1=CC=CC=C1C2C)=O 2-((1H-benzo[d][1,2,3]triazol-5-yl)methyl)-3-methylisoindolin-1-one